2-(2-chloro-5-nitrophenyl)-1H-benzo[d]imidazol-5-amine ClC1=C(C=C(C=C1)[N+](=O)[O-])C1=NC2=C(N1)C=CC(=C2)N